5-cyclohexadieneimine C1=CC=CC(C1)=N